ClC1=C(C#N)C=CC(=C1)N1CC2(C[C@@H]1C)CCN(CC2)C2=CC=C(C=C2)C(=O)N2CCC1(CC(C1)N1CCN(CC1)C1=CC=C(C=C1)[C@H]1C(NC(CC1)=O)=O)CC2 2-Chloro-4-((S)-8-(4-(2-(4-(4-((S)-2,6-dioxo-piperidin-3-yl)phenyl)-piperazin-1-yl)-7-aza-spiro[3.5]nonane-7-carbonyl)phenyl)-3-methyl-2,8-diazaspiro[4.5]decan-2-yl)benzonitrile